2-{[(PYRIDIN-2-YLMETHYL)-AMINO]-METHYL}-PHENOL N1=C(C=CC=C1)CNCC1=C(C=CC=C1)O